1-[(2R,3S,4R,5R)-4-hydroxy-5-(hydroxymethyl)-3-methoxyoxolan-2-yl]-3H-pyrimidine-2,4-dione O[C@H]1[C@@H]([C@@H](O[C@@H]1CO)N1C(NC(C=C1)=O)=O)OC